ClC=1C=C(C(=NC1)OC1=CC=C2C(=N1)N(C(=N2)C(=O)NC2(CCS(CC2)(=O)=O)C)CC2=CC=C(C=C2)OC)OCC(F)F 5-((5-chloro-3-(2,2-difluoroethoxy)pyridin-2-yl)oxy)-3-(4-methoxybenzyl)-N-(4-methyl-1,1-dioxidotetrahydro-2H-thiopyran-4-yl)-3H-imidazo[4,5-b]pyridine-2-carboxamide